OCCNC1=C2C=NN(C(C2=CC=C1S(=O)(=O)C1=CC=CC=C1)=O)CC=1C(=NC=CC1)O 5-((2-hydroxyethyl)amino)-2-((2-hydroxypyridin-3-yl)methyl)-6-(phenylsulfonyl)phthalazin-1(2H)-one